5,5-dimethyl-2,4-imidazolinedione CC1(C(NC(N1)=O)=O)C